1-(4-(difluoromethoxy)-phenyl)-3-((6-methoxy-1-methyl-1H-benzimidazol-7-yl)methyl)urea FC(OC1=CC=C(C=C1)NC(=O)NCC1=C(C=CC2=C1N(C=N2)C)OC)F